5'-fluoro-6'-(((1S,3S)-3-((7-fluoro-[1,2,4]triazolo[1,5-a]pyridin-2-yl)amino)cyclopentyl)amino)-2H-[1,3'-bipyridine]-2-one FC=1C=C(C=NC1N[C@@H]1C[C@H](CC1)NC1=NN2C(C=C(C=C2)F)=N1)N1C(C=CC=C1)=O